NC=1CN(C(=C(N1)C=1OC(=CC1)C)C=1C=C2C=CC=NC2=CC1)CC1=NC(=CC=C1)C 3-amino-5-(5-methylfuran-2-yl)-N-((6-methylpyridin-2-yl)methyl)-6-(quinolin-6-yl)pyrazine